1-Phenethyl-2-phenyl-benzo[d]imidazole C(CC1=CC=CC=C1)N1C(=NC2=C1C=CC=C2)C2=CC=CC=C2